triisononyl pyrophosphate O(P(OCCCCCCC(C)C)(=O)OP(=O)(OCCCCCCC(C)C)[O-])CCCCCCC(C)C